C1(CCCCC1)CC(C)N(C(OC(C)(C)C)=O)CC1=C(C=CC=C1)NC(C1=C(C=CC=C1)F)=O tert-butyl (1-cyclohexylpropan-2-yl)(2-(2-fluorobenzamido)benzyl)carbamate